4'-((2,4-diamino-5-bromo-7H-pyrrolo[2,3-h]quinazolin-7-yl)methyl)-2'-fluoro-[1,1'-biphenyl]-2-carbonitrile NC1=NC2=C3C(=CC(=C2C(=N1)N)Br)N(C=C3)CC3=CC(=C(C=C3)C=3C(=CC=CC3)C#N)F